palladium (0) tetratriphenylphosphine C1(=CC=CC=C1)P(C1=CC=CC=C1)C1=CC=CC=C1.C1(=CC=CC=C1)P(C1=CC=CC=C1)C1=CC=CC=C1.C1(=CC=CC=C1)P(C1=CC=CC=C1)C1=CC=CC=C1.C1(=CC=CC=C1)P(C1=CC=CC=C1)C1=CC=CC=C1.[Pd]